7-benzyl-5-cyclopropyl-8,8-dimethyl-2,3,4,5,7,8-hexahydropyrrolo[3,4-e][1,4]diazepin-6(1H)-one C(C1=CC=CC=C1)N1C(C=2NCCNC(C2C1=O)C1CC1)(C)C